CC(CC(=C)C1=CC=C(C=C1)O)(CC(C)(C1=CC=C(C=C1)O)C)C1=CC=C(C=C1)O 4,6-dimethyl-2,4,6-tri-(4-hydroxyphenyl)-heptene